CC=1C(=NC(=NC1)NC1CCC(CC1)N)C1=CN=C2N1C=C(C=C2)C2=CC=CC=C2 (1s,4s)-N1-(5-Methyl-4-(6-phenylimidazo[1,2-a]pyridin-3-yl)pyrimidin-2-yl)cyclohexane-1,4-diamine